alpha-aminomalononitrile NC(C#N)C#N